ClC1=CC=C(C=C1)[C@H](C1CCN(CC1)C(=O)OC(C)(C)C)NS(=O)(=O)C=1C=NC(=CC1)OC(C)C tert-butyl 4-[(S)-(4-chlorophenyl)-[(6-isopropoxy-3-pyridyl)sulfonylamino]methyl]piperidine-1-carboxylate